4-Boc-2-isobutyl-piperazine C(=O)(OC(C)(C)C)N1CC(NCC1)CC(C)C